C(C)(C)(C)OC(=O)N(C(OC(C)(C)C)=O)C1=C(C=C(C=C1)C1=NC=CC=C1)[N+](=O)[O-] tert-butyl N-tert-butoxycarbonyl-N-[2-nitro-4-(2-pyridyl)phenyl]carbamate